Tert-butyl [trans-4-(3-{[tert-butyl(diphenyl)silyl]oxy}azetidin-1-yl)cyclohexyl]carbamate [Si](C1=CC=CC=C1)(C1=CC=CC=C1)(C(C)(C)C)OC1CN(C1)[C@@H]1CC[C@H](CC1)NC(OC(C)(C)C)=O